C(C=C)(=O)N1C[C@H](CCC1)C1=NC(=NO1)C1=CC(=C(C=C1)NC(C1=NC(=CC=C1)C1=CC=NN1)=O)Cl (S)-N-(4-(5-(1-acryloylpiperidin-3-yl)-1,2,4-oxadiazol-3-yl)-2-chlorophenyl)-6-(1H-pyrazol-5-yl)picolinamide